ClC=1C=C(C(=NC1)N1CC(N(C2(CC(C2)C(=O)OCC)C1=O)CC1=CC=C(C=C1)C(F)(F)F)=O)F ethyl 8-(5-chloro-3-fluoropyridin-2-yl)-6,9-dioxo-5-(4-(trifluoromethyl)benzyl)-5,8-diazaspiro[3.5]nonane-2-carboxylate